S(=O)(=O)([O-])C(F)(F)C(F)(F)C(F)(F)C(F)(F)F.C1(=CC=CC=C1)[I+]C1=CC=CC=C1 Diphenyliodonium Nonaflate